C(C)OC(CC1CCN(CC1)C1=C(C=C(C=C1F)C1=CSC(=C1)CO)F)=O {1-[2,6-difluoro-4-(5-hydroxymethyl-thiophen-3-yl)-phenyl]Piperidin-4-yl}-acetic acid ethyl ester